3-[6-(2-Acetylphenyl)pyridin-3-ylazo]-4-aminonaphthalin C(C)(=O)C1=C(C=CC=C1)C1=CC=C(C=N1)N=NC=1C=CC2=CC=CC=C2C1N